COC1=CC=C(C=C1)N1C(=C2C(N(N=CC2=C1C)C1=CC=C(CNC(C)=O)C=C1)=O)C N-(4-(6-(4-Methoxyphenyl)-5,7-dimethyl-1-oxo-1H-pyrrolo[3,4-d]pyridazin-2(6H)-yl)benzyl)acetamide